(3S,6S,14S)-6-acetamido-N-((S)-1-(benzo[d]thiazol-2-yl)-5-guanidino-1-oxopentan-2-yl)-3-isobutyl-2,5,8-trioxo-1,4,9-triazacyclotetradecane-14-carboxamide C(C)(=O)N[C@@H]1C(N[C@H](C(N[C@@H](CCCCNC(C1)=O)C(=O)N[C@H](C(=O)C=1SC2=C(N1)C=CC=C2)CCCNC(=N)N)=O)CC(C)C)=O